(2S)-6-(tert-butoxycarbonylamino)-2-(9H-fluoren-9-ylmethoxycarbonyl-amino)-5,5-difluoro-hexanoic acid C(C)(C)(C)OC(=O)NCC(CC[C@@H](C(=O)O)NC(=O)OCC1C2=CC=CC=C2C=2C=CC=CC12)(F)F